CCCC(CCC)NC(=O)C1=CC2=C(OCO2)C=C1 N-(heptane-4-yl)-benzo[d][1,3]dioxolane-5-carboxamide